glycerol monooleate (glyceryl-monolaurate) C(C(O)CO)CCCCCCCCCCCC(=O)OC(COC(CCCCCCC\C=C/CCCCCCCC)=O)CO